N=1N(N=C2C1C=CC=C2)C2=CC(=CC(=C2O)CC2=C(C(=CC=C2)C)O)C(C)(C)C 6-(2-benzotriazolyl)-4-tert-butyl-6'-methyl-2,2'-methylenebisphenol